2-[tert-butyl(dimethyl)silyl]oxyethanamine [Si](C)(C)(C(C)(C)C)OCCN